2-((1r,2s)-1-(2-cyanophenyl)-1-(1-(2-(4-methylpiperazin-1-yl)ethyl)-1H-pyrazol-4-yl)propan-2-yl)-5-hydroxy-N-(isoxazol-4-yl)-1-methyl-6-oxo-1,6-dihydropyrimidine-4-carboxamide C(#N)C1=C(C=CC=C1)[C@@H]([C@H](C)C=1N(C(C(=C(N1)C(=O)NC=1C=NOC1)O)=O)C)C=1C=NN(C1)CCN1CCN(CC1)C